9,10-di(4-carboxyphenyl)anthracene C(=O)(O)C1=CC=C(C=C1)C=1C2=CC=CC=C2C(=C2C=CC=CC12)C1=CC=C(C=C1)C(=O)O